(R)-5-(2-(5-fluoro-2-methylpyridin-3-yl)pyrrolidin-1-yl)-N-(2-methoxyethyl)pyrazolo[1,5-a]pyrimidine-3-carboxamide FC=1C=C(C(=NC1)C)[C@@H]1N(CCC1)C1=NC=2N(C=C1)N=CC2C(=O)NCCOC